(1r,3s,5r)-2-(2-(3-acetyl-7-methyl-5-(2-methylpyrimidin-5-yl)-1H-indol-1-yl)acetyl)-N-(6-bromo-3-methylpyridin-2-yl)-5-(methyl-d3)-2-azabicyclo[3.1.0]hexane-3-carboxamide C(C)(=O)C1=CN(C2=C(C=C(C=C12)C=1C=NC(=NC1)C)C)CC(=O)N1[C@@H]2C[C@@]2(C[C@H]1C(=O)NC1=NC(=CC=C1C)Br)C([2H])([2H])[2H]